4-[3-[[4-(2-oxa-5,8-diazaspiro[3.5]nonan-5-yl)-2-pyridinyl]oxy]cyclobutoxy]piperidine-1-carboxylic acid benzyl ester C(C1=CC=CC=C1)OC(=O)N1CCC(CC1)OC1CC(C1)OC1=NC=CC(=C1)N1C2(COC2)CNCC1